BrC1=CC=C2C(=N1)C=C(N2)CCC(=O)OC methyl 3-(5-bromo-1H-pyrrolo[3,2-b]pyridin-2-yl)propanoate